5-cyclopropyl-3-{[(1r,3r)-3-methoxycyclobutyl]amino}pyridine-2-carboxylic acid C1(CC1)C=1C=C(C(=NC1)C(=O)O)NC1CC(C1)OC